tert-butyl (4-((3-amino-5-chloropyridin-2-yl)amino)cyclohexyl)carbamate NC=1C(=NC=C(C1)Cl)NC1CCC(CC1)NC(OC(C)(C)C)=O